2-(4,4-dimethylpiperidin-1-yl)-6-fluoro-8-(1-hydroxyethyl)-3-methylisoquinolin-4(3H)-one CC1(CCN(CC1)N1CC2=C(C=C(C=C2C(C1C)=O)F)C(C)O)C